C1CCC12CCN(CC2)C=2C=C(C=CC2)C2=CC(=C(N2CC2=CC(=C(C=C2)S(N)(=O)=O)F)CC2CC2)C=2SC=C(N2)C(=O)O 2-(5-(3-(7-azaspiro[3.5]nonan-7-yl)phenyl)-2-(cyclopropylmethyl)-1-(3-fluoro-4-sulfamoylbenzyl)-1H-pyrrol-3-yl)thiazole-4-carboxylic acid